N-{[4-fluoro-5-(tetrahydropyran-4-yl)-1H-benzimidazol-2-yl](3-methylcyclohexyl)-methyl}-3-methylisoxazole-4-carboxamide FC1=C(C=CC=2NC(=NC21)C(NC(=O)C=2C(=NOC2)C)C2CC(CCC2)C)C2CCOCC2